Cl[C@]1(O)[C@H](OC(C)=O)[C@H](OC(C)=O)[C@H](O1)COC(C)=O 1-Chloro-2,3,5-tri-O-acetyl-β-D-ribose